(R)-N-(8,9-difluoro-6-oxo-1,4,5,6-tetrahydro-2H-pyrano[3,4-c]isoquinolin-1-yl)-4-(difluoromethyl)-6-fluoro-N-methyl-1H-indole-2-carboxamide FC=1C(=CC=2C3=C(NC(C2C1)=O)COC[C@@H]3N(C(=O)C=3NC1=CC(=CC(=C1C3)C(F)F)F)C)F